bicyclohexane-2,2-dimethanenitrile C1(C(CCCC1)(C#N)C#N)C1CCCCC1